tert-butyl 4-[2-chloro-4-[[5-[4-[1-[2-(difluoromethoxy)ethyl]-5-methyl-pyrazol-4-yl]-2,3-difluoro-phenyl]-1-methyl-imidazole-2-carbonyl]amino]benzoyl]piperazine-1-carboxylate ClC1=C(C(=O)N2CCN(CC2)C(=O)OC(C)(C)C)C=CC(=C1)NC(=O)C=1N(C(=CN1)C1=C(C(=C(C=C1)C=1C=NN(C1C)CCOC(F)F)F)F)C